2-methyl-pentyl iodopropionate IC(C(=O)OCC(CCC)C)C